6-[3-(2-chloro-5-methoxy-3-pyridyl)-7,8-dihydro-5H-1,6-naphthyridin-6-yl]-4,5-dimethyl-pyridazine-3-carbonitrile ClC1=NC=C(C=C1C=1C=NC=2CCN(CC2C1)C1=C(C(=C(N=N1)C#N)C)C)OC